tert-butyl N-(3-chloro-4,5,6,7-tetrahydro-2-benzothiophen-5-yl)-N-methyl-carbamate ClC=1SC=C2C1CC(CC2)N(C(OC(C)(C)C)=O)C